(2s,3s,4r,5r)-5-(6-(benzylamino)-2-isopropyl-9H-purin-9-yl)-N-ethyl-3,4-dihydroxytetrahydrofuran-2-carboxamide C(C1=CC=CC=C1)NC1=C2N=CN(C2=NC(=N1)C(C)C)[C@H]1[C@@H]([C@@H]([C@H](O1)C(=O)NCC)O)O